ClC=1C(=C(OC=2C=[N+](C=CC2[N+](=O)[O-])[O-])C=CC1)C(=O)OC 3-(3-chloro-2-(methoxycarbonyl)phenoxy)-4-nitropyridine 1-oxide